2-(4-Chloro-3-cyanophenyl)acetic acid methyl ester COC(CC1=CC(=C(C=C1)Cl)C#N)=O